vinyl-trioxasilane C(=C)O[SiH2]O[SiH2]O